NCCCCS(=O)(=O)C1=C(C(=C(C#N)C(=C1F)F)F)F 4-((4-aminobutyl)sulfonyl)-2,3,5,6-tetrafluorobenzonitrile